O=C1CCCN1 5-monooxopyrrolidin